C[Si](C)(C)[Pd+] trimethylsilylpalladium(II)